CC1=CC(=CC=C1)C(CN)C(=O)O 3-(m-tolyl)-DL-β-alanine